S1C=NC(=C1)C1=NOC2=C1CN(CC2)C(=O)C=2C=C1C=CC=CN1C2 2-[3-(1,3-thiazol-4-yl)-4H,5H,6H,7H-[1,2]oxazolo[4,5-c]pyridine-5-carbonyl]indolizine